COC1=CC=C(CN(S(=O)(=O)C2=NN(C(=C2)C(=O)[O-])C(CO)(C)C)CC2=CC=C(C=C2)OC)C=C1.[K+] potassium 3-(N,N-bis(4-methoxybenzyl)-sulfamoyl)-1-(1-hydroxy-2-methylpropan-2-yl)-1H-pyrazole-5-carboxylate